4-Ethylsulfonylbenzoic acid [3-(1-ethyl-8-oxo-spiro[6,7-dihydro-4H-pyrazolo[3,4-c]azepin-5,4'-tetrahydropyran]-3-yl)-2,2-dimethyl-propyl] ester C(C)N1N=C(C2=C1C(NCC1(CCOCC1)C2)=O)CC(COC(C2=CC=C(C=C2)S(=O)(=O)CC)=O)(C)C